3-((3-decyltridec-2-enoyl)oxy)-2-((((3-(dimethylamino)-2,2-dimethylpropoxy)carbonyl)oxy)methyl)propyl (9Z,12Z)-octadeca-9,12-dienoate C(CCCCCCC\C=C/C\C=C/CCCCC)(=O)OCC(COC(C=C(CCCCCCCCCC)CCCCCCCCCC)=O)COC(=O)OCC(CN(C)C)(C)C